C1(=NN=CC2=CC=CC=C12)C(C(=O)OC(C)(C)C)C(=O)OC 1-(tert-butyl) 3-methyl 2-(phthalazin-1-yl)malonate